C(C)(C)(C)OC(=O)N1CC(C(C1)C)N(CC)CC 3-(diethylamino)-4-methylpyrrolidine-1-carboxylic acid tert-butyl ester